FC(C1=CC=CC(=N1)C=1OC2=C(C=C(C=C2C(C1C)=O)C)[C@@H](C)O)F 2-[6-(Difluoromethyl)-2-pyridyl]-8-[(1R)-1-hydroxyethyl]-3,6-dimethyl-chromen-4-one